NCC1=CC=C(C=N1)NC1=NC=2N(C(N(C(C2N1C)=O)CC=1NC2=CC=CC(=C2C1)Cl)=O)C 8-(6-(aminomethyl)pyridin-3-ylamino)-1-((4-chloro-1H-indol-2-yl)methyl)-3,7-dimethyl-1H-purine-2,6(3H,7H)-dione